CCCCC(CC)CNCC(CC)CCCC bis-2-ethylhexylamine